COC1=C(C=C(C=C1)CN)C(F)(F)F (4-methoxy-3-(trifluoromethyl)phenyl)methanamine